3-(((2-aminothiazol-5-yl)thio)-2-fluoro-6-methoxy-4-methylbenzoyl)piperazine-1-carboxylic acid tert-butyl ester C(C)(C)(C)OC(=O)N1CC(NCC1)C(C1=C(C(=C(C=C1OC)C)SC1=CN=C(S1)N)F)=O